[PH2]([O-])=O.OCC[Al+2].[PH2]([O-])=O hydroxyethyl-aluminum phosphinate